O[C@@H]1C[C@H]2[C@H](CCC3=C(O2)C(=C(C=C3)C(=O)O)C)[C@H]1\C=C\C(C1(CCC1)C1=CC=CC=C1)O (1R,2R,3aS,10aR)-2-hydroxy-1-[(1E,3ξ)-3-hydroxy-3-(1-phenylcyclobutyl)-1-propen-1-yl]-5-methyl-2,3,3a,9,10,10a-hexahydro-1H-benzo[b]cyclopenta[f]oxepin-6-carboxylic acid